(S)-N-(3-(4-fluorophenyl)-5-(trifluoromethyl)pyrazolo[1,5-a]pyridin-2-yl)-3-hydroxy-3-(pyridin-2-yl)butanamide FC1=CC=C(C=C1)C=1C(=NN2C1C=C(C=C2)C(F)(F)F)NC(C[C@@](C)(C2=NC=CC=C2)O)=O